tert-butoxycarbonylamino-2-(((9Z,12Z)-octadeca-9,12-dienoyloxy)methyl)propane-1,3-diyl dioctadeca-9,12-dienoate C(CCCCCCCC=CCC=CCCCCC)(=O)OCC(C(NC(=O)OC(C)(C)C)OC(CCCCCCCC=CCC=CCCCCC)=O)COC(CCCCCCC\C=C/C\C=C/CCCCC)=O